P(=O)(OCCCC)(OC[C@H]1O[C@H](C[C@@H]1O)N1C(N=C(C=C1)N(C)C)=O)O butyl (((2R,3S,5R)-5-(4-(N,N-dimethylamino)-2-oxopyrimidin-1(2H)-yl)-3-hydroxytetrahydrofuran-2-yl)methyl) hydrogen phosphate